tricyclohexyl-1,3,5-benzenetricarboxylic acid amide C1(CCCCC1)C1=C(C(=C(C(=C1C(=O)N)C1CCCCC1)C(=O)O)C1CCCCC1)C(=O)O